FC(N1C(=NN=C1)[C@@H](C1(COC1)C=1C=C(C=CC1)N1C(C2=CC(=CC(=C2C1)C(F)(F)F)CN1[C@H](CN(CC1)C)C(C)C)=O)F)F 2-(3-(3-((R)-(4-(difluoromethyl)-4H-1,2,4-triazol-3-yl)fluoromethyl)oxetan-3-yl)phenyl)-6-(((S)-2-isopropyl-4-methylpiperazin-1-yl)methyl)-4-(trifluoromethyl)isoindolin-1-one